ClC1=NC=CC(=C1)OC1=C(N=C(S1)NC1CC1)C1=CC=CC=C1 5-((2-chloropyridin-4-yl)oxy)-N-cyclopropyl-4-phenylthiazol-2-amine